BrC1=CC(=CC=2C(N(CCOC21)[C@@H](C)C2=NC=CC(=C2)OC)=O)CO (S)-9-bromo-7-(hydroxymethyl)-4-(1-(4-methoxypyridin-2-yl)ethyl)-3,4-dihydrobenzo[f][1,4]oxazepin-5(2H)-one